5-[4-(4,6-dimethoxypyrimidin-2-yl)piperidine-1-carbonyl]-6-methyl-N-(1-methylcyclopropyl)furo[2,3-d]pyrimidin-4-amine COC1=NC(=NC(=C1)OC)C1CCN(CC1)C(=O)C1=C(OC=2N=CN=C(C21)NC2(CC2)C)C